(E)-3-(4-(((1-(4-(4-Cyano-3-fluorophenyl)-3-(cyanomethyl)-5-(3-hydroxy-4-(2-hydroxy-2-methylpropoxy)phenyl)pyridin-2-yl)piperidin-4-yl)amino)methyl)phenyl)-N-hydroxyacrylamide formate C(=O)O.C(#N)C1=C(C=C(C=C1)C1=C(C(=NC=C1C1=CC(=C(C=C1)OCC(C)(C)O)O)N1CCC(CC1)NCC1=CC=C(C=C1)/C=C/C(=O)NO)CC#N)F